C(C1=CC(C(=O)O)=CC=C1)(=O)O.CC(CO)CO 2-methyl-1,3-propylene glycol isophthalate